2-{[4-({6-[(2-chloro-4-cyclopropylphenoxy)methyl]pyridin-2-yl}methyl)piperidin-1-yl]methyl}-1-[(1-ethyl-1H-imidazol-5-yl)methyl]-1H-1,3-benzodiazole-6-carboxylic acid ClC1=C(OCC2=CC=CC(=N2)CC2CCN(CC2)CC2=NC3=C(N2CC2=CN=CN2CC)C=C(C=C3)C(=O)O)C=CC(=C1)C1CC1